P(=O)(OCC1C2=CC=CC=C2C=2C=CC=CC12)(OCC1C2=CC=CC=C2C=2C=CC=CC12)OCC=C(C=C)CO[Si](C1=CC=CC=C1)(C1=CC=CC=C1)C(C)(C)C (E)-bis((9H-fluoren-9-yl)methyl) (3-(((tert-butyldiphenylsilyl)oxy)methyl)penta-2,4-dien-1-yl) phosphate